adenosine 5'-2-thiodiphosphate P(O)(=O)(SP(=O)(O)O)OC[C@@H]1[C@H]([C@H]([C@@H](O1)N1C=NC=2C(N)=NC=NC12)O)O